N'-{2-[N,N-bis(2-aminoethyl)-amino]ethyl}-2,2-ditetradecylpropandiamide NCCN(CCN)CCNC(C(C(=O)N)(CCCCCCCCCCCCCC)CCCCCCCCCCCCCC)=O